C(CCCCCCCCCCCCCCCCCCCCC)C1=C(C(=O)O)C=CC=C1 behenyl-benzoic acid